S1(CC(CC1)=O)(=O)=O tetrahydrothiophene-3-one-1,1-dioxide